N-(5-(trifluoromethyl)-2,3-dihydro-1H-inden-1-yl)acetamide FC(C=1C=C2CCC(C2=CC1)NC(C)=O)(F)F